C(C)(C)(C)OC(NC1=NC=CC(=C1)C1=C(N=C(N1COCC[Si](C)(C)C)SC)C1=CC(=CC=C1)N)=O tert-butyl(4-(4-(3-aminophenyl)-2-(methylthio)-1-((2-(trimethylsilyl)ethoxy)methyl)-1H-imidazol-5-yl)pyridin-2-yl)carbamate